S(=O)(=O)([O-])[O-].[Al+3].S(=O)(=O)([O-])[O-].S(=O)(=O)([O-])[O-].[Al+3] aluminum(III) sulphate